2-(3-((benzyloxy)methyl)-4-ethyl-5-oxo-4,5-dihydro-1H-1,2,4-triazol-1-yl)-3-fluoro-8-(prop-1-en-2-yl)-6-(o-tolyl)-1,6-naphthyridin-5(6H)-one C(C1=CC=CC=C1)OCC1=NN(C(N1CC)=O)C1=NC=2C(=CN(C(C2C=C1F)=O)C1=C(C=CC=C1)C)C(=C)C